BrC=1C=C(C(N(C1)C)=O)NC=1SC=2CN(CCC2N1)C(=O)OC(C)(C)C tert-Butyl 2-(5-Bromo-1-methyl-2-oxo-1,2-dihydropyridin-3-ylamino)-6,7-dihydrothiazolo[5,4-c]pyridine-5(4H)-carboxylate